C(#N)C=1N=NN(N1)C 5-cyano-2-methyltetrazole